Nα-tert-butoxycarbonyl-1-methyl-D-tryptophan C(C)(C)(C)OC(=O)N[C@H](CC1=CN(C2=CC=CC=C12)C)C(=O)O